5-(((1-chloroisoquinolin-6-yl)oxy)methyl)-2-(pyridin-3-ylmethyl)oxazole ClC1=NC=CC2=CC(=CC=C12)OCC1=CN=C(O1)CC=1C=NC=CC1